(R)-2-((R)-2-(4-((3-aminopropyl)amino)phenyl)-2-phenylacetamido)-N-(4-hydroxybenzyl)-5-((Z)-2-((2-propionamidoethyl)carbamoyl)guanidino)pentanamide NCCCNC1=CC=C(C=C1)[C@H](C(=O)N[C@@H](C(=O)NCC1=CC=C(C=C1)O)CCCN\C(=N/C(NCCNC(CC)=O)=O)\N)C1=CC=CC=C1